(E)-2-Chloro-4-isopropyl-3,5-dimethoxy-1-styrylbenzene ClC1=C(C=C(C(=C1OC)C(C)C)OC)\C=C\C1=CC=CC=C1